CNC=1N=CC(=C2C=C(N=CC12)NC(=O)C1CC1)C1=C(C=CC=C1)S(=O)C N-(8-(methylamino)-5-(2-(methylsulfinyl)phenyl)-2,7-naphthyridin-3-yl)cyclopropanecarboxamide